((4S,5S)-2,2-dimethyl-1,3-dioxolane-4,5-diyl)dimethanol CC1(O[C@H]([C@@H](O1)CO)CO)C